F[C@H]1CN(CC[C@@H]1N(C(=O)NC=1C(N(C=C(C1)C(F)(F)F)C)=O)C)C=1C=C2C(=NC1)NN=C2OC2CCOCC2 1-((3S,4S)-3-fluoro-1-(3-((tetrahydro-2H-pyran-4-yl)oxy)-1H-pyrazolo[3,4-b]pyridin-5-yl)piperidin-4-yl)-1-methyl-3-(1-methyl-2-oxo-5-(trifluoromethyl)-1,2-dihydropyridin-3-yl)urea